(R)-N-((S)-1'-(8-bromoimidazo[1,2-c]pyrimidin-5-yl)-5,7-dihydrospiro[cyclopenta[b]pyridine-6,4'-piperidine]-5-yl)-2-methylpropane-2-sulfinamide BrC=1C=2N(C(=NC1)N1CCC3(CC1)[C@@H](C=1C(=NC=CC1)C3)N[S@](=O)C(C)(C)C)C=CN2